6-(cyclopropanecarboxamido)-4-((2-methoxy-3-(5-(4-methylpiperazin-1-yl)pyrazin-2-yl)phenyl)amino)-N-(methyl-d3)pyridazine-3-carboxamide C1(CC1)C(=O)NC1=CC(=C(N=N1)C(=O)NC([2H])([2H])[2H])NC1=C(C(=CC=C1)C1=NC=C(N=C1)N1CCN(CC1)C)OC